C(CCC)OCCS(=O)CCOCCCC bis(2-butoxyethyl)sulfoxide